benzimidazol-1-amine N1(C=NC2=C1C=CC=C2)N